C(C)(C)(C)OC(NC=1C=C2CCN(C2=CC1)C(NC1=CC2=C(NC(N2)=O)C=C1)=O)=O (1-((2-oxo-2,3-dihydro-1H-benzo[d]imidazol-5-yl)carbamoyl)indolin-5-yl)carbamic acid tert-butyl ester